pyrimido[1,2-a]quinoxaline-8-carboxamide C1C=CN=C2N1C1=CC=C(C=C1N=C2)C(=O)N